N-(Glycyl-Alanyl)-(-)-N-ethyl-3-phenylbicyclo[2.2.1]heptan-2-amine NCC(=O)N[C@@H](C)C(=O)N(C1C2CCC(C1C1=CC=CC=C1)C2)CC